2-methyl-8-nitro-3,4-dihydroisoquinolin-1-one CN1C(C2=C(C=CC=C2CC1)[N+](=O)[O-])=O